N-[5-(3,5-difluorobenzyl)-6,6-dimethyl-1,4,5,6-tetrahydropyrrolo[3,4-c]pyrazol-3-yl]quinoline-6-carboxamide FC=1C=C(CN2C(C=3NN=C(C3C2)NC(=O)C=2C=C3C=CC=NC3=CC2)(C)C)C=C(C1)F